(2S)-2-amino-6-(pyridine-4-carbonylamino)hexanoic acid N[C@H](C(=O)O)CCCCNC(=O)C1=CC=NC=C1